CC(C(=O)N1C[C@@H](CCC1)N1N=C(C=2C1=NC=NC2)C2=CC=C(C=C2)OC2=CC=CC=C2)=C (R)-2-methyl-1-(3-(3-(4-phenoxyphenyl)-1H-pyrazolo[3,4-d]pyrimidin-1-yl)piperidin-1-yl)prop-2-en-1-one